6-(4-aminocyclohexyl)-2-(4-cyano-3-fluorophenyl)-3-(1-methyl-1H-indazol-5-yl)isonicotinic acid NC1CCC(CC1)C=1N=C(C(=C(C(=O)O)C1)C=1C=C2C=NN(C2=CC1)C)C1=CC(=C(C=C1)C#N)F